CC(=C/C=C/C(=C/CO)/C)C dehydronerol